(±)-Ethyl 6-(3-aminotetrahydrofuran-3-yl)pyridine-3-carboxylate N[C@@]1(COCC1)C1=CC=C(C=N1)C(=O)OCC |r|